C(C)(C)N(CCN)CCOC N1-isopropyl-N1-(2-methoxyethyl)ethane-1,2-diamine